BrC1=NC(=CC(=C1)C)Br 2,6-dibromo-4-methyl-pyridine